FC1C2C3CCC(OC[C@@H]4[C@@]5(C[C@H](N4CCOC2CCC1)C)NCCOC5)CC3 (1's,3R,12'R,15'S,18's)-3'-fluoro-12'-methyl-8',17'-dioxa-11'-azaspiro[morpholine-3,14'-tetracyclo[16.2.2.02,7.011,15]docosane]